N1C[C@@H](CCCC1)CNC1=NN(C(=C1)C1=CC(=C(C#N)C=C1)F)C1=CC=C(C=C1)N1C2CS(C(C1)C2)(=O)=O 4-[3-({[(3R)-azepan-3-yl]methyl}amino)-1-(4-{2,2-dioxo-2λ6-thia-5-azabicyclo[2.2.1]heptan-5-yl}phenyl)-1H-pyrazol-5-yl]-2-fluoro-benzonitrile